(3S,4S)-tert-butyl 3-fluoro-4-((6-(imidazo[1,2-a]pyridin-3-yl)pyridin-2-yl)amino)pyrrolidine-1-carboxylate F[C@H]1CN(C[C@@H]1NC1=NC(=CC=C1)C1=CN=C2N1C=CC=C2)C(=O)OC(C)(C)C